chloro-2-(chloromethyl)thiazole ClC=1N=C(SC1)CCl